NC1=NC=CC(=C1F)CC=1C(=C(C(=C(C(=O)N)C1)NC1=C(C=C(C=C1)C=C)F)F)F 5-((2-amino-3-fluoropyridin-4-yl)methyl)-3,4-difluoro-2-((2-fluoro-4-vinylphenyl)amino)benzamide